N,N-dioctadecylanilinium tetra(p-tolyl)borate C1(=CC=C(C=C1)[B-](C1=CC=C(C=C1)C)(C1=CC=C(C=C1)C)C1=CC=C(C=C1)C)C.C(CCCCCCCCCCCCCCCCC)[NH+](C1=CC=CC=C1)CCCCCCCCCCCCCCCCCC